C(C)C1=C(C)C(=CC=C1)CC 2,6-diethyltoluene